(3-trimethoxysilylpropyl)-1,3-propanediol CO[Si](CCCC(CCO)O)(OC)OC